2,6-dimethyl-D-tyrosine CC1=C(C[C@@H](N)C(=O)O)C(=CC(=C1)O)C